BrC=1C=C(C(=NC1)COC1=CC=CC(=N1)C1=CC(=C(C=C1F)CC=1N(C2=C(N1)C=CC(=C2)C(=O)OC)C[C@H]2OCC2)F)Cl Methyl 2-[[4-[6-[(5-bromo-3-chloro-2-pyridyl)methoxy]-2-pyridyl]-2,5-difluorophenyl]methyl]-3-[[(2S)-oxetan-2-yl]methyl]benzimidazole-5-carboxylate